N-(2,2-dicyclopropyl-1-(5-(2-methoxy-1-(2-oxo-4-(trifluoromethyl)imidazolidin-1-yl)ethyl)benzo[d]oxazol-2-yl)ethyl)-4-methyl-1,2,5-oxadiazole-3-carboxamide C1(CC1)C(C(C=1OC2=C(N1)C=C(C=C2)C(COC)N2C(NC(C2)C(F)(F)F)=O)NC(=O)C2=NON=C2C)C2CC2